N-[3-fluoro-4-[(6-fluoro-7-methyl-1,5-naphthyridin-4-yl)oxy]phenyl]-5-(4-fluoro-2-methylphenyl)-4-hydroxy-6-methylpyridazine-3-carboxamide FC=1C=C(C=CC1OC1=CC=NC2=CC(=C(N=C12)F)C)NC(=O)C=1N=NC(=C(C1O)C1=C(C=C(C=C1)F)C)C